(((1-phenyl-1H-1,2,3-triazol-4-yl) methyl) (m-tolyl) amino)-1H-pyrrole-2-carboxylate C1(=CC=CC=C1)N1N=NC(=C1)CN(C=1C=C(C=CC1)C)N1C(=CC=C1)C(=O)[O-]